N-(4-ethoxyphenyl)-7-(4-methoxy-3-nitrophenyl)pyrazolo[1,5-a]pyrimidine-2-carboxamide C(C)OC1=CC=C(C=C1)NC(=O)C1=NN2C(N=CC=C2C2=CC(=C(C=C2)OC)[N+](=O)[O-])=C1